C(C)(C)(C)OC(=O)N1CCN(CC1)C1=CC(=C(C=C1)C1C(NC(CC1)=O)=O)C.C(C)(C)C(=O)O 1-isopropyl-carboxylate tert-Butyl-4-(4-(2,6-dioxopiperidin-3-yl)-3-methylphenyl)piperazine-1-carboxylate